OC1(COC1)C1=CC=C(C=C1)C(=O)N1CCC(CC1)NC1=CC=C(C=C1)OC1=CC=C(C=C1)C(F)(F)F (4-(3-hydroxyoxetan-3-yl)phenyl)(4-((4-(4-(trifluoromethyl)phenoxy)phenyl)amino)piperidin-1-yl)methanone